C(C)OC(=O)C1=CC=2C=CN3C=CN=C3C2N1.COC1=C(OC=C1)C=NO N-[(3-methoxyfuran-2-yl)methylene]hydroxylamine ethyl-3,6,12-triazatricyclo[7.3.0.02,6]dodeca-1(9),2,4,7,10-pentaene-11-carboxylate